C[C@H](C#C)N1C(C=NC=C1)=O (R)-1-(but-3-yn-2-yl)pyrazin-2(1H)-one